ClC1=C(N)C(=CC(=C1)Cl)Cl 2,4,6-trichloro-aniline